7-bromo-5-fluoro-2-((piperidin-4-ylthio)methyl)quinazolin-4(3H)-one hydrochloride Cl.BrC1=CC(=C2C(NC(=NC2=C1)CSC1CCNCC1)=O)F